(Z)-N-(3-hydroxy-4-(1H-tetrazol-5-yl)phenyl)-4-(5-(4-methylbenzylidene)-2,4-dioxothiazolidin-3-yl)butanamide OC=1C=C(C=CC1C1=NN=NN1)NC(CCCN1C(S\C(\C1=O)=C/C1=CC=C(C=C1)C)=O)=O